chlorodibromopyranone ClC=1C(=C(C(OC1)=O)Br)Br